3-(4-(bromomethyl)phenyl)-1-methyl-1H-pyrazole-4-carbonitrile BrCC1=CC=C(C=C1)C1=NN(C=C1C#N)C